NC1=NC=CC2=C1C(=CN2C2CC2)C2=CC(=C(C=C2)NC(=O)NC2=CC(=NO2)C2(CC2)C(F)(F)F)F 1-(4-(4-AMINO-1-CYCLOPROPYL-1H-PYRROLO[3,2-C]PYRIDIN-3-YL)-2-FLUOROPHENYL)-3-(3-(1-(TRIFLUOROMETHYL)CYCLOPROPYL)ISOXAZOL-5-YL)UREA